C(C)C1=CC=C(C=C1)C=1NC2=CC=CC=C2C(C1)=O 2-(4-ethylphenyl)quinolin-4(1H)-one